(R)-2-methyl-pyrrolidine-2-carboxylic acid ethyl ester C(C)OC(=O)[C@@]1(NCCC1)C